(4Z)-2-(cycloheptylamino)-4-[(3-methylbenzimidazol-5-yl)methylene]-1H-imidazol-5-one C1(CCCCCC1)NC=1NC(/C(/N1)=C/C1=CC2=C(N=CN2C)C=C1)=O